(E)-N-(4-trifluoromethylbenzyl)-1-(4-trifluoromethylphenyl)methanimine FC(C1=CC=C(C/N=C/C2=CC=C(C=C2)C(F)(F)F)C=C1)(F)F